Cl.N1C=NC(=C1)C1=C2CCO[C@H](C2=CC=C1)CNC |o1:11| rel-(R)-1-(5-(1H-imidazol-4-yl)isochroman-1-yl)-N-methylmethanamine hydrochloride salt